tert-butyl 3-((3,3-difluorocyclobutyl)amino)pyrrolidine-1-carboxylate FC1(CC(C1)NC1CN(CC1)C(=O)OC(C)(C)C)F